((8,8-difluoro-1,4-dioxaspiro[4.5]decan-7-yl)methyl)-1H-benzo[d]imidazole-6-carbonitrile FC1(C(CC2(OCCO2)CC1)CN1C=NC2=C1C=C(C=C2)C#N)F